p-nitrophenyl-p-toluidine carbamate C(N)(O)=O.[N+](=O)([O-])C1(CC=C(NC2=CC=CC=C2)C=C1)C